3-[4-[4-(2-hydroxyethyl)piperidin-1-yl]phenyl]piperidine-2,6-dione OCCC1CCN(CC1)C1=CC=C(C=C1)C1C(NC(CC1)=O)=O